C12(CC3CC(CC(C1)C3)C2)N2C=[N+](C=C2)C23CC1CC(CC(C2)C1)C3 1,3-bis(1-adamantyl)imidazolium